CN1C2=NC=NC=C2N=C1C(F)(F)F 9-methyl-8-(trifluoromethyl)-9H-purine